C(=CC1=CC=CC=C1)C=CC#N Styrene-Acrylonitril